COC1=C2C(CCN(C2=CC(=C1OC)OC)C=1C=C2C=CN(C2=CC1)C)=O 5,6,7-Trimethoxy-1-(1-methyl-1H-indol-5-yl)-2,3-dihydroquinolin-4(1H)-one